BrC=1C=C(C(=NC1O[C@@H](C)C1=CC(=CC(=C1)F)F)C)N=CN(C)CC N'-{5-Bromo-6-[(1S)-1-(3,5-difluorophenyl)-ethoxy]-2-methylpyridin-3-yl}-N-ethyl-N-methylimidoformamid